ClC1=CC(=C2C(=CNC2=C1Cl)I)O[C@@H]1[C@@H](C1)C(=O)OCC cis-ethyl 2-[(6,7-dichloro-3-iodo-1H-indol-4-yl)oxy]cyclopropanecarboxylate